1-O-phosphono-α-D-glucopyranose P(=O)(O)(O)O[C@@H]1[C@H](O)[C@@H](O)[C@H](O)[C@H](O1)CO